5-benzyl-4-(ortho-hydroxyphenyl)-2-(meta-methoxyphenyl)-3-furancarbonitrile C(C1=CC=CC=C1)C1=C(C(=C(O1)C1=CC(=CC=C1)OC)C#N)C1=C(C=CC=C1)O